C(CC)N=C1C=CC(C=C1)=CCC 4-propylimino[3-propylidene]benzene